N-cyclopropyl-2-(difluoromethoxy)-6-methoxy-4-(7-morpholin-3-ylimidazo[1,2-a]pyridin-3-yl)benzamide C1(CC1)NC(C1=C(C=C(C=C1OC)C1=CN=C2N1C=CC(=C2)C2NCCOC2)OC(F)F)=O